CC(=O)C(F)(F)F 1,1-trifluoroacetone